5-((3,5-dimethyl-1-octanoylindolin-3-yl)methyl)-1-methylpyrrolidin-2-one CC1(CN(C2=CC=C(C=C12)C)C(CCCCCCC)=O)CC1CCC(N1C)=O